(S)-1-(5-bromopyrazin-2-yl)-4'H,6'H-spiro[piperidine-4,5'-pyrrolo[1,2-b]pyrazol]-4'-amine BrC=1N=CC(=NC1)N1CCC2([C@@H](C=3N(N=CC3)C2)N)CC1